6-fluoro-7-chloro-3-[(2R,3R)-3-(2,4-difluorophenyl)-3-hydroxy-4-(1,2,4-triazol-1-yl)-2-butyl]1,2,3-benzotriazin-4-one FC=1C(=CC2=C(C(N(N=N2)[C@H](C)[C@@](CN2N=CN=C2)(O)C2=C(C=C(C=C2)F)F)=O)C1)Cl